C(CCC)C=1OC2=C(N1)C=CC(=C2)OC\C(\CNC(OC(C)(C)C)=O)=C/F tert-butyl (Z)-(2-(((2-butylbenzo[d]oxazol-6-yl)oxy)methyl)-3-fluoroallyl)carbamate